NC1CCC(CC1)NC(N(C)CC1=CC(=CC=C1)OC(CCC)CCCCCC)=O 1-trans-4-amino-cyclohexyl-3-(4-decyloxy)benzyl-1-methylurea